(R)-N-(7-chloro-6-(1-((3S,4S)-4-hydroxy-3-methyltetrahydrofuran-3-yl)piperidin-4-yl)isoquinolin-3-yl)-2,2-dimethylcyclopropane-1-carboxamide ClC1=C(C=C2C=C(N=CC2=C1)NC(=O)[C@H]1C(C1)(C)C)C1CCN(CC1)[C@]1(COC[C@H]1O)C